C(C=C)C1=C2C=CN(C2=CC(=C1OC1=CC(=C(C=C1)F)C1=NNC=C1)F)S(=O)(=O)C1=CC=C(C)C=C1 4-Allyl-6-fluoro-5-(4-fluoro-3-(1H-pyrazol-3-yl)phenoxy)-1-tosyl-1H-indole